4-cycloheptanedimethanol C1(CCC(CCC1)CO)CO